FC(C1=CC=C(C=C1)S(=O)(=O)F)(F)F 4-(trifluoromethyl)benzenesulfonyl fluoride